(2-isopropoxy-5-nitrobenzylidene)ruthenium(II) chloride C(C)(C)OC1=C(C=[Ru-]Cl)C=C(C=C1)[N+](=O)[O-]